ClC=1N=C(C=2N(C=3C=CC(=CC3C2N1)C(F)(F)F)CC1=CC=C(C=C1)OC)NCCCP(OCC)(OCC)=O diethyl (3-((2-chloro-5-(4-methoxybenzyl)-8-(trifluoromethyl)-5H-pyrimido[5,4-b]indol-4-yl)amino)propyl)phosphonate